(1R,2S)-2-(3-{[5-Ethoxy-2-(1,3-thiazol-2-yl)pyrimidin-4-yl]amino}-1H-indazol-6-yl)-5'-methoxy-1'H-spiro[cyclopropane-1,3'-indol]-2'-one C(C)OC=1C(=NC(=NC1)C=1SC=CN1)NC1=NNC2=CC(=CC=C12)[C@@H]1C[C@@]12C(NC1=CC=C(C=C21)OC)=O